2-(5-Fluoro-2-((1-(methylsulfonyl)piperidin-4-yl)amino)pyrimidin-4-yl)-9a-methyl-7,8,9,9a-tetrahydrothieno[2,3-a]indolizin-4(6H)-one FC=1C(=NC(=NC1)NC1CCN(CC1)S(=O)(=O)C)C1=CC2=C(C3(CCCCN3C2=O)C)S1